BrC1=C(SC=2C1=NC=CC2Cl)C(=O)O 3-bromo-7-chlorothieno[3,2-b]pyridine-2-carboxylic acid